C(C)(C)(C)OC[C@@H](CO)N1C=CC=2C1=NC=CC2 (R)-3-(tert-butoxy)-2-(1H-pyrrolo[2,3-b]pyridin-1-yl)propan-1-ol